CSC1=NC(=NC(=N1)NCC)NCC 2-methylthio-4,6-bis(ethylamino)-1,3,5-triazine